F\C(\C=O)=C/N1CCOCC1 (Z)-2-fluoro-3-morpholino-prop-2-enal